trans-4-((4-(2-Cyclopropyloxazol-4-yl)pyridine-2-yl)-((trans-4-(5-meth-oxy-6-methyl-pyridin-2-yl)cyclohexyl)methyl)carbamoyl)cyclohexyl (1-methylpiperidin-4-yl)carbamate CN1CCC(CC1)NC(O[C@@H]1CC[C@H](CC1)C(N(C[C@@H]1CC[C@H](CC1)C1=NC(=C(C=C1)OC)C)C1=NC=CC(=C1)C=1N=C(OC1)C1CC1)=O)=O